CC(=C[C@H]1C([C@@H]1C(=O)OCC1=C(C(=C(C(=C1F)F)C)F)Cl)(C)C)C 2-chloro-4-methyl-3,5,6-trifluorobenzyl (1R)-trans-3-(2-methyl-1-propenyl)-2,2-dimethylcyclopropanecarboxylate